[B](F)F.ClC1=C(C=CC=C1)C(CC1=NC=CC=C1)=O 1-(2-chlorophenyl)-2-(pyridin-2-yl)ethane-1-one boron difluoride